FC=1C=C2C=C(NC2=CC1F)C(=O)N1CC2=C(CC1)ON=C2C(=O)N[C@@H](C(F)(F)F)C 5-(5,6-difluoro-1H-indole-2-carbonyl)-N-[(2R)-1,1,1-trifluoropropan-2-yl]-4H,5H,6H,7H-[1,2]oxazolo[4,5-c]pyridine-3-carboxamide